2,2'-bithiophene-5-carbonitrile-5'-methylamine hydroiodide I.S1C(=CC=C1C#N)C=1SC(=CC1)CN